6-(2,4-dimethoxybenzylamino)purine COC1=C(CNC2=C3NC=NC3=NC=N2)C=CC(=C1)OC